2-(4-cyclopropyl-1H-1,2,3-triazol-1-yl)-1-(4-hydroxy-2-(6-(trifluoromethyl)benzo[d]thiazol-2-yl)pyrrolidin-1-yl)-3-methylbutan-1-one C1(CC1)C=1N=NN(C1)C(C(=O)N1C(CC(C1)O)C=1SC2=C(N1)C=CC(=C2)C(F)(F)F)C(C)C